1-(7-bromo-5-chloro-2H-spiro[benzofuran-3,3'-morpholin]-4'-yl)prop-2-en-1-one BrC1=CC(=CC2=C1OCC21N(CCOC1)C(C=C)=O)Cl